C(C1=CC=CC=C1)N1C(C(C(=C1C1=CC=C(C=C1)F)C)(C)C[Se]C1=CC(=CC=C1)Cl)=O 1-Benzyl-3-(((3-chlorophenyl)seleno)methyl)-5-(4-fluorophenyl)-3,4-dimethyl-1H-pyrrol-2(3H)-one